FC=1C=C2C=CN=C(C2=CC1)COC1=CC=CC(=N1)C1CCN(CC1)CC1=NC2=C(N1C[C@H]1OCC1)C=C(C=C2)C(=O)[O-] (S)-2-((4-(6-((6-fluoroisoquinolin-1-yl)methoxy)pyridin-2-yl)piperidin-1-yl)methyl)-1-((oxetan-2-yl)methyl)-1H-benzo[d]imidazole-6-carboxylate